(2,2-diphenylvinyl) (4-bromophenyl) sulfide BrC1=CC=C(C=C1)SC=C(C1=CC=CC=C1)C1=CC=CC=C1